(1R,3S,4R)-N-[(1S)-1-cyano-2-[(3S)-2-oxo-3-piperidyl]ethyl]-2-[(2R)-3,3-dimethyl-2-[(2,2,2-trifluoroacetyl)amino]butanoyl]-5,5-difluoro-2-azabicyclo[2.2.2]octane-3-carboxamide C(#N)[C@H](C[C@H]1C(NCCC1)=O)NC(=O)[C@H]1N([C@H]2CC([C@@H]1CC2)(F)F)C([C@@H](C(C)(C)C)NC(C(F)(F)F)=O)=O